CS(=O)(=O)C1=CC=C(C=C1)C(C)OC=1C(=NC=C(C1)B1OC(C(O1)(C)C)(C)C)N 3-{1-[4-(methanesulfonyl)phenyl]ethoxy}-5-(4,4,5,5-tetramethyl-1,3,2-dioxaborolan-2-yl)pyridin-2-amine